C1(CCCCC1)C(C)(C)OC(=O)C1=CC=C(C=C1)C1C2C=CC(C1)C2=O 5-(4-(2-cyclohexyl-2-propoxycarbonyl)phenyl)-7-oxo-bicyclo[2.2.1]Hept-2-ene